2-fluoro-4-methyl-N-[6-(4-propan-2-yl-1,2,4-triazol-3-yl)pyridin-2-yl]benzamide FC1=C(C(=O)NC2=NC(=CC=C2)C2=NN=CN2C(C)C)C=CC(=C1)C